N-CYCLOHEXYL-2-(2-FORMYL-1H-IMIDAZOL-1-YL)ACETAMIDE C1(CCCCC1)NC(CN1C(=NC=C1)C=O)=O